N-[2-chloro-4-(3-chlorophenoxy)-5-sulfamylphenyl]-2-(2-chloro-3-fluorophenyl)acetamide ClC1=C(C=C(C(=C1)OC1=CC(=CC=C1)Cl)S(N)(=O)=O)NC(CC1=C(C(=CC=C1)F)Cl)=O